2,5-diaminophenylethanol NC1=C(C=C(C=C1)N)C(C)O